C(#N)C1=CN=CC=2CCC=CC12 4-cyano-7,8-dihydroisoquinoline